N-[5-(4-methoxyphenyl)-4H-1,2,4-triazol-3-yl]-1-tetrahydropyran-2-yl-indazol-5-amine COC1=CC=C(C=C1)C=1NC(=NN1)NC=1C=C2C=NN(C2=CC1)C1OCCCC1